C(#N)CCNCCCC N-(2-cyanoethyl)-N-butyl-amine